C(C)(C)(C)OC(=O)N[C@@H](CC(=O)OCC)C=1C=C(C=C(C1F)C)C1=C(C=C(C=C1C)C1COC1)OCC1=CC(=C(C=C1)OC)OC ethyl (S)-3-((tert-butoxycarbonyl)amino)-3-(2'-((3,4-dimethoxybenzyl)oxy)-4-fluoro-5,6'-dimethyl-4'-(oxetan-3-yl)-[1,1'-biphenyl]-3-yl)propanoate